ClC=1C(=NC(=NC1)NC1=C(C=C(C=C1)F)Cl)C=1C=C2C(N(C=NN2C1)[C@@H](C(=O)N[C@H](CO)C1=CC(=CC(=C1)F)Cl)C)=O (R)-2-(6-(5-chloro-2-((2-chloro-4-fluorophenyl)amino)pyrimidin-4-yl)-4-oxopyrrolo[2,1-f][1,2,4]triazin-3(4H)-yl)-N-((S)-1-(3-chloro-5-fluorophenyl)-2-hydroxyethyl)propionamide